3,6-dichloro-1-(3-((5-methyl-4-nitro-1-(epoxyhexane-4-yl)-1H-pyrazol-3-yl)oxy)propyl)-1H-pyrazolo[3,4-d]pyrimidine ClC1=NN(C2=NC(=NC=C21)Cl)CCCOC2=NN(C(=C2[N+](=O)[O-])C)C(CCC)C2CO2